3-methyl-N-(naphthalen-1-yl)-5-phenylpentanamide CC(CC(=O)NC1=CC=CC2=CC=CC=C12)CCC1=CC=CC=C1